C(C)(CC)C1(CCCCC1)C1=C(C=C(C(=O)N)C=C1)C(=O)N 4-(sec-butylcyclohexyl)isophthalamide